C(CC)C1=NC=C(C(=O)N)C=C1 6-propylnicotinamide